N-(2-(2-((4-methoxyphenyl)selanyl)cyclohex-1-en-1-yl)ethyl)picolinamide COC1=CC=C(C=C1)[Se]C1=C(CCCC1)CCNC(C1=NC=CC=C1)=O